prop-2-yn-1-yl (5-((S)-2-((S)-2-((tert-butoxycarbonyl)amino)-3-methylbutanamido)-5-ureidopentanamido)-2-(chloromethyl)benzyl)(prop-2-yn-1-yl)carbamate C(C)(C)(C)OC(=O)N[C@H](C(=O)N[C@H](C(=O)NC=1C=CC(=C(CN(C(OCC#C)=O)CC#C)C1)CCl)CCCNC(=O)N)C(C)C